5'-chloro-2'-(3-(5-cyano-2-methyl-4-oxopyrido[3,4-d]pyrimidin-3(4H)-yl)prop-1-yn-1-yl)-[1,1'-biphenyl]-3,4-dicarboxylic acid ClC=1C=CC(=C(C1)C1=CC(=C(C=C1)C(=O)O)C(=O)O)C#CCN1C(=NC2=C(C1=O)C(=CN=C2)C#N)C